OC(C[N+](C)(C)C)CO (2,3-dihydroxypropyl)trimethylammonium